C(C(C)C)N1CC(C1)N1N=CC(=C1)NC1=NC=C(C(=N1)NCCCN1C(CCCCC1)=O)C(F)(F)F 1-(3-((2-((1-(1-isobutylazetidin-3-yl)-1H-pyrazol-4-yl)amino)-5-(trifluoromethyl)pyrimidin-4-yl)amino)propyl)azepan-2-one